FC1=C(N)C=CC(=C1C#CC=1C=CC=2C(N1)=CN(N2)C)F 2,4-difluoro-3-(2-[2-methylpyrazolo[4,3-b]pyridin-5-yl]ethynyl)aniline